BrC=1C(N(C(C1Br)=O)CCOCCOCCC(=O)OC(C)(C)C)=O tert-Butyl 3-(2-(2-(3,4-dibromo-2,5-dioxo-2,5-dihydro-1H-pyrrol-1-yl)ethoxy)ethoxy)propanoate